1-amino-3-methylcyclohexane-1-carboxylate hydrochloride Cl.NC1(CC(CCC1)C)C(=O)O